6-chloro-2-methyl-4-(trifluoromethyl)pyridazine-3(2H)-one ClC=1C=C(C(N(N1)C)=O)C(F)(F)F